3-((5-(aminomethyl)-1-(4-fluorobutyl)-1H-benzo[d]imidazol-2-yl)methyl)-1-(2,2,2-trifluoroethyl)-5-fluoro-1,3-dihydro-2H-benzo[d]imidazol-2-one NCC1=CC2=C(N(C(=N2)CN2C(N(C3=C2C=C(C=C3)F)CC(F)(F)F)=O)CCCCF)C=C1